(1-{2-[(S)-amino(4,4-difluorocyclohexyl)methyl]-4-fluoro-1H-benzimidazol-5-yl}-3,3-difluorocyclobutyl)(3,3-difluoroazetidin-1-yl)methanone N[C@H](C1=NC2=C(N1)C=CC(=C2F)C2(CC(C2)(F)F)C(=O)N2CC(C2)(F)F)C2CCC(CC2)(F)F